CNCCC[Si](OCC)(OCC)OCC (3-methylaminopropyl)triethoxysilan